C(CCC)C1=CC=C(C=C1)NC1=CC=C(C=C1)NC1=CC=C(C=C1)CCCC N,N'-di-(p-butylphenyl)-1,4-diaminobenzene